(S)-3-Methyl-1-(2,4,6-trimethylbenzyl)-3-(3-vinylphenyl)pyrrolidin-2-one C[C@@]1(C(N(CC1)CC1=C(C=C(C=C1C)C)C)=O)C1=CC(=CC=C1)C=C